N[C@@H](CC(C)C)C(=O)O |r| D,L-leucine